1-[4-[7-methoxy-4-[3-methyl-4-(1-methylbenzotriazol-5-yl)oxy-anilino]pyrido[3,2-d]pyrimidin-6-yl]piperazin-1-yl]prop-2-en-1-one COC1=CC=2N=CN=C(C2N=C1N1CCN(CC1)C(C=C)=O)NC1=CC(=C(C=C1)OC1=CC2=C(N(N=N2)C)C=C1)C